methyl (1R,5S,8s)-3-(5-((3-fluorophenyl)ethynyl)-2,3-dihydro-1H-inden-1-yl)-3-azabicyclo[3.2.1]octane-8-carboxylate FC=1C=C(C=CC1)C#CC=1C=C2CCC(C2=CC1)N1C[C@@H]2CC[C@H](C1)C2C(=O)OC